C(C)(C)(C)OC(=O)N1CCN(CC1)C1=CC=C(C=C1)NC1=NC2=C(C=CC=C2C=N1)C1=CC(=CC=C1)Cl 4-(4-((8-(3-chlorophenyl)quinazolin-2-yl)amino)phenyl)piperazine-1-carboxylic acid tert-butyl ester